tert-butyl 1-((4-methoxy-3-((2-methoxyphenyl)sulfonamido)benzo[d]isoxazol-6-yl)methyl)-4,6-dihydropyrrolo[3,4-c]pyrazole-5(1H)-carboxylate COC1=CC(=CC2=C1C(=NO2)NS(=O)(=O)C2=C(C=CC=C2)OC)CN2N=CC1=C2CN(C1)C(=O)OC(C)(C)C